FC(C[C@@H](OCC1=CC=C(C=C1)OC)C)CI [[(1S)-3-fluoro-4-iodo-1-methyl-butoxy]methyl]-4-methoxy-benzene